(S)-(1-phenylpyrrolidin-3-yl)methanamine C1(=CC=CC=C1)N1C[C@@H](CC1)CN